ethyl 3-(6-(ethoxycarbonyl)-2-methylimidazo[1,2-a]pyridin-8-yl)-1,2,4-thiadiazole-5-carboxylate C(C)OC(=O)C=1C=C(C=2N(C1)C=C(N2)C)C2=NSC(=N2)C(=O)OCC